CC=1C=C(CNC(=O)C2COC3=CC=CC=C3C2)C=CC1 N-(3-methylbenzyl)chroman-3-carboxamide